The molecule is a member of the class of phenoxazines that is 1,9-dimethyl-3H-phenoxazin-3-one carrying an additional hydroxy substituent at position 7 as well as two 2,4-dihydroxy-6-methylphenyl substituents at positions 2 and 8. The isomer in which the hydroxy groups at positions 2' and 2'' on the phenyl rings are both on the same side of the plane of the phenoxazine ring system. A component of orcein, a mixture of dyes isolated from lichens. It has a role as a food colouring, a histological dye and a plant metabolite. It is a cyclic ketone, a phenoxazine, a polyphenol and a member of resorcinols. CC1=CC(=CC(=C1C2=C(C3=C(C=C2O)OC4=CC(=O)C(=C(C4=N3)C)C5=C(C=C(C=C5C)O)O)C)O)O